3-(5-(((1S,2S)-2-(2-oxa-6-azaspiro[3.3]heptan-6-yl)cycloheptyl)oxy)-1-oxoisoindolin-2-yl)piperidine-2,6-dione C1OCC12CN(C2)[C@@H]2[C@H](CCCCC2)OC=2C=C1CN(C(C1=CC2)=O)C2C(NC(CC2)=O)=O